2-{[(1S)-1-{4-[1-(4-Acryloylpiperazin-1-yl)-2-cyclopropylethyl]phenyl}ethyl]amino}-8-(propan-2-yl)pyrido[2,3-d]pyrimidin-7(8H)-on C(C=C)(=O)N1CCN(CC1)C(CC1CC1)C1=CC=C(C=C1)[C@H](C)NC=1N=CC2=C(N1)N(C(C=C2)=O)C(C)C